FC=1C=C2C(CC(OC2=C(C1)F)(C)C)NC(=O)[C@H]1[C@@H](C1)[C@H](N1C(NC(CC1=O)(C)C)=[NH2+])C=1C=[NH+]C=CC1 [1-[(S)-[(1R,2R)-2-[(6,8-difluoro-2,2-dimethyl-chroman-4-yl)carbamoyl]cyclopropyl]-pyridin-1-ium-3-yl-methyl]-4,4-dimethyl-6-oxo-hexahydropyrimidin-2-ylidene]ammonium